3-(2-aminoacetamido)-4-fluorobenzoate NCC(=O)NC=1C=C(C(=O)[O-])C=CC1F